N-hydroxy-4-((3-(2-hydroxyethyl)-2,4-dioxo-3,4-dihydroquinazolin-1(2H)-yl)methyl)benzamide 1-ethylcyclopentyl-methacrylate C(C)C1(CCCC1)OC(C(=C)C)=O.ONC(C1=CC=C(C=C1)CN1C(N(C(C2=CC=CC=C12)=O)CCO)=O)=O